C(OC1=C(C=C(C=C1)OC)C(C)(C)C)(OC)=O 2-(Tert-butyl)-4-methoxyphenyl methyl carbonate